(S)-1-((8-((2,2'-Dimethyl-3'-(4,5,6,7-tetrahydrothiazolo[5,4-c]pyridin-2-yl)-[1,1'-biphenyl]-3-yl)amino)-1,7-naphthyridin-3-yl)methyl)pyrrolidin-3-ol CC1=C(C=CC=C1NC=1N=CC=C2C=C(C=NC12)CN1C[C@H](CC1)O)C1=C(C(=CC=C1)C=1SC=2CNCCC2N1)C